trans-3-(Butylamino)-8-((S)-hexahydropyrrolo[1,2-a]pyrazin-2(1H)-yl)-5-((1r,4S)-4-hydroxycyclohexyl)pyrimido[4,5-c]isoquinolin-6(5H)-one C(CCC)NC=1N=CC2=C(N(C(C=3C=C(C=CC23)N2C[C@H]3N(CC2)CCC3)=O)[C@@H]3CC[C@H](CC3)O)N1